O=C1N(C(CN1C=1C=NC=C(C1)C(F)(F)F)=O)[C@@H]1CC[C@H](CC1)OC1=NC=NC2=CC(=CC=C12)C#N 4-[(trans-4-{2,5-dioxo-3-[5-(trifluoromethyl)-3-pyridinyl]-1-imidazolidinyl}cyclohexyl)oxy]-7-quinazolinecarbonitrile